2-[(4-{6-[(4-chloro-2-fluorobenzyl)oxy]-5-fluoropyridin-2-yl}piperidin-1-yl)methyl]-1-(2-methoxyethyl)-1H-benzimidazole-6-carboxylic acid ClC1=CC(=C(COC2=C(C=CC(=N2)C2CCN(CC2)CC2=NC3=C(N2CCOC)C=C(C=C3)C(=O)O)F)C=C1)F